C(C)(C)(C)N1N=C(C=C1)N 1-tert-butylpyrazol-3-amine